tert-butyl 2-(piperidin-1-yl)thiazol-5-ylcarbamate N1(CCCCC1)C=1SC(=CN1)NC(OC(C)(C)C)=O